7,8-dichloro-6-(3-fluoro-2-pyridyl)-1-pyrimidin-4-yl-4H-[1,2,4]triazolo[4,3-a][1,4]benzodiazepine ClC1=C(C=CC2=C1C(=NCC=1N2C(=NN1)C1=NC=NC=C1)C1=NC=CC=C1F)Cl